BrCCC1=CC=CC=2C=CC=3NC=4C=CC5=C(C4C3C21)C=CC=C5 (2-bromoethyl)-7H-dibenzo[C,g]carbazole